N1=C2C(=CC(=C1)N)CCOC2 6,8-dihydro-5H-pyrano[3,4-b]pyridin-3-amine